ClC=1C(=C(OCC#N)C=CC1C1=CN=C2N1C=CN=C2Cl)F 2-[3-chloro-4-(8-chloroimidazo[1,2-a]pyrazin-3-yl)-2-fluoro-phenoxy]acetonitrile